OC=1C=CC2=C(C1C)OC(C=1CN(CCC12)C(=O)OC(C)(C)C)=O tert-Butyl 8-hydroxy-7-methyl-5-oxo-1,5-dihydro-2H-chromeno[3,4-c]pyridine-3(4H)-carboxylate